(E)-N-(8-(4-chlorophenyl)-1-(5-cyano-2-(methylthio)phenyl)-3-methyl-1,3-dihydro-2H-imidazo[4,5-c]quinolin-2-ylidene)cyanamide ClC1=CC=C(C=C1)C1=CC=2C3=C(C=NC2C=C1)N(/C(/N3C3=C(C=CC(=C3)C#N)SC)=N\C#N)C